CC1=CC=C(O1)C(C(=O)O)(C)C=1OC(=CC1)C 2,2-bis(5-methylfuran-2-yl)propanoic acid